C1=CC=CC=2C3=CC=CC=C3C(C12)COC(=O)N[C@H]([C@H](O)C)C(=O)O (((9H-fluoren-9-yl)methoxy)carbonyl)-D-allothreonine